N1C[C@H](CCC1)NC=1C2=C(N=CN1)C(=CC(=N2)C=2C(=NC=CC2)C(F)(F)F)C(=O)N 4-{[(3S)-piperidin-3-yl]amino}-6-[2-(trifluoromethyl)pyridin-3-yl]pyrido[3,2-d]pyrimidine-8-carboxamide